BrC1=C(C=2C(=NC=C3C2C2(CN(CC2)C(=O)OC(C)(C)C)C(N3C)=O)N1)C1=CC=CC=C1 tert-butyl 2-bromo-6-methyl-7-oxo-1-phenyl-6,7-dihydro-3H-spiro[dipyrrolo[2,3-b:3',2'-d]pyridine-8,3'-pyrrolidine]-1'-carboxylate